ClC1=C(C(=O)P(C2=CC=C(C=C2)OCC)(C(C2=C(C=CC=C2Cl)Cl)=O)=O)C(=CC=C1)Cl Bis(2,6-dichlorobenzoyl)-4-ethoxy-phenylphosphin oxid